NC1=NC(=CC(=N1)O)C 2-amino-4-hydroxyl-6-methylpyrimidine